2-(4-methylcyclohexyl)-2-(3,3,3-tris(4-chlorophenyl)propyl)-1-ethoxy-3-methoxy-propane CC1CCC(CC1)C(COCC)(COC)CCC(C1=CC=C(C=C1)Cl)(C1=CC=C(C=C1)Cl)C1=CC=C(C=C1)Cl